2-{[2-bromo-6-ethylimidazo[2,1-b][1,3,4]thiadiazol-5-yl](methyl)amino}-4-(4-fluorophenyl)thiazole-5-carbonitrile BrC1=NN2C(S1)=NC(=C2N(C=2SC(=C(N2)C2=CC=C(C=C2)F)C#N)C)CC